BrC1=C(C(=C(C=C1)N)Br)Br tris-bromophenyl-amine